ClC1=C(C=CC=C1C=1C=C2N(C(=CN(C2=O)CC2NC(CC2)=O)F)C1)C1=C(C(=CC=C1)C=1C=C2N(C(=CN(C2=O)CC2NC(CC2)=O)F)C1)Cl 7,7'-(2,2'-dichloro-[1,1'-biphenyl]-3,3'-diyl)bis(4-fluoro-2-((5-oxopyrrolidin-2-yl)methyl)pyrrolo[1,2-a]pyrazin-1(2H)-one)